C(#N)C=1C(C=CC(C1C#N)=O)=O 5,6-dicyanobenzoquinone